3-(2-((3r,5r,7r)-adamantan-1-yl)acetoxy)-2-((2-(4-methylpiperazin-1-yl)acetoxy)methyl)propyl (9Z,12Z)-octadeca-9,12-dienoate C(CCCCCCC\C=C/C\C=C/CCCCC)(=O)OCC(COC(CC12CC3CC(CC(C1)C3)C2)=O)COC(CN2CCN(CC2)C)=O